NC1=C(C=C(C=N1)NC(C(=O)N1C(CCCC1)C1CCCC1)=O)C N-(6-amino-5-methyl-3-pyridyl)-2-(2-cyclopentyl-1-piperidyl)-2-oxo-acetamide